[Ca].ClC1=C(C=CC=C1)S(=O)(=O)NC1=NC(=C(C=C1)\C=C\C=1C=NC(=NC1)NC1CCC(CC1)N(C)C)OC 2-chloro-N-(5-((E)-2-(2-(((1r,4r)-4-(dimethylamino)cyclohexyl)amino)pyrimidin-5-yl)vinyl)-6-methoxypyridin-2-yl)benzenesulfonamide calcium